C(C)C1=NC(=NO1)C=1C=C2CCCC(C2=CC1)NC(=O)C1=CC=NN1C N-(6-(5-ethyl-1,2,4-oxadiazol-3-yl)-1,2,3,4-tetrahydronaphthalen-1-yl)-1-methyl-1H-pyrazole-5-carboxamide